1-(4-fluoropiperidin-1-yl)-2-({2-[4-(2-hydroxyethoxy)pyridin-2-yl]-5H,6H,7H-cyclopenta[d]pyrimidin-4-yl}(methyl)amino)ethan-1-one FC1CCN(CC1)C(CN(C)C=1C2=C(N=C(N1)C1=NC=CC(=C1)OCCO)CCC2)=O